N1=C(C(=CC(=C1)C1N(C)CCC1)C(=O)N)C1=NC=C(C=C1)C1N(C)CCC1 BiNicotinamide